(E)-N-isopentyl-2-methylprop-2-en-1-imine C(CC(C)C)/N=C/C(=C)C